Cl.CN1CCN(CC1)C=1N=C(C=2CCN(CC2C1C#N)C1=CC=CC2=CC=CC=C12)N1CCNCC1 3-(4-methylpiperazin-1-yl)-6-(naphthalen-1-yl)-1-(piperazin-1-yl)-5,6,7,8-tetrahydro-2,6-naphthyridine-4-carbonitrile Hydrochloride